FC(COC1=NC(=NC=C1F)N1CCC(CC1)(C(=O)N1CCOC2=C(C1)C=NC=C2C#N)F)F 4-[1-[4-(2,2-difluoroethoxy)-5-fluoro-pyrimidin-2-yl]-4-fluoro-piperidine-4-carbonyl]-3,5-dihydro-2H-pyrido[3,4-f][1,4]oxazepine-9-carbonitrile